F[C@H]1NC2=C(C1)C=C(C=C2)F (R)-2,5-difluorobenzopyrrolidine